O[C@@](CN1N=CC(=C1)C#N)(C)[C@H]1CC[C@H]2[C@@H]3CC[C@@H]4C[C@]([C@@H](C[C@@H]4[C@H]3CC[C@]12C)C)(C)O 1-((S)-2-hydroxy-2-((2R,3S,5R,8R,9R,10S,13S,14S,17S)-3-hydroxy-2,3,13-trimethylhexadecahydro-1H-cyclopenta[a]phenanthren-17-yl)propyl)-1H-pyrazole-4-carbonitrile